FC1=CN=CC=2N=C(N=C(C21)O)C2=CC=NC=C2 5-fluoro-2-(pyridin-4-yl)pyrido[3,4-d]pyrimidin-4-ol